iso-Pentyl-4-(4-(oxetan-3-yl)piperazin-1-yl)-1H-benzo[d]imidazole-1-carboxamide C(CC(C)C)C1=NC2=C(N1C(=O)N)C=CC=C2N2CCN(CC2)C2COC2